C1(=CC=CC=C1)C(C(C(=O)C1=CC=CC=C1)[Fe](C(C(=O)C1=CC=CC=C1)C(=O)C1=CC=CC=C1)C(C(=O)C1=CC=CC=C1)C(=O)C1=CC=CC=C1)=O tris(1,3-diphenyl-1,3-propanedionyl)iron